2-[[3-amino-1-(3-chlorophenyl)propyl]amino]-6-(5,6-dimethoxybenzimidazol-1-yl)pyridine-3-carboxamide hydrochloride Cl.NCCC(C1=CC(=CC=C1)Cl)NC1=NC(=CC=C1C(=O)N)N1C=NC2=C1C=C(C(=C2)OC)OC